NC1=NC=CC=C1C1=NC=2C(=NC(=CC2)C2=CC=CC=C2)N1C1=CC=C(CN([C@@H]2CC[C@H](CC2)C(=O)NC)C)C=C1 trans-4-((4-(2-(2-aminopyridin-3-yl)-5-phenyl-3H-imidazo[4,5-b]pyridin-3-yl)benzyl)(methyl)amino)-N-methylcyclohexane-1-carboxamide